O=C1NC(CCC1N1C(N(C2=C1C=CC(=C2)C#CCOCCNC(OC(C)(C)C)=O)C)=O)=O Tert-butyl N-[2-[3-[1-(2,6-dioxo-3-piperidyl)-3-methyl-2-oxo-benzimidazol-5-yl]prop-2-ynoxy]ethyl]carbamate